C(C)(C)(C)OC(=O)C(NC(OCC1C2=CC=CC=C2C=2C=CC=CC12)=O)CCC(NC(CCC(NC(CCC(=O)O)C(=O)OC(C)(C)C)=O)C(=O)OC(C)(C)C)=O 5,10,15-tris(t-butoxycarbonyl)-1-(9H-fluoren-9-yl)-3,8,13-trioxo-2-oxa-4,9,14-triazaoctadecane-18-oic acid